2-(3-(4-bromophenyl)-2-oxotetrahydropyrimidin-1(2H)-yl)-4-methylthiazole-5-sulfonamide BrC1=CC=C(C=C1)N1C(N(CCC1)C=1SC(=C(N1)C)S(=O)(=O)N)=O